C1(=CC=CC=C1)S(=O)(=O)C1=CC=C(CNC(=O)N2CC=3C(CC2)=NOC3)C=C1 6,7-Dihydro-4H-isoxazolo[4,3-c]pyridine-5-carboxylic acid 4-benzenesulfonyl-benzylamide